C(C1=CC=CC=C1)OC1CC(C1)(O)C=1SC=C(N1)C(F)(F)F 3-benzyloxy-1-[4-(trifluoromethyl)thiazol-2-yl]cyclobutanol